O=C1CNC2=C(N1CCC1CCOCC1)N=C(C=N2)C=2C=C(C(=O)N)C=CC2 3-(7-oxo-8-(2-(tetrahydro-2H-pyran-4-yl)ethyl)-5,6,7,8-tetrahydropyrazino[2,3-b]pyrazin-2-yl)benzamide